ClC=1C(=CC(=NC1)OC(C(=O)N)C1CC1)N1C(C2=C(C=C1)N(N=C2)CC2=C(C=CC=C2)Cl)=O ((5-chloro-4-(1-(2-chlorobenzyl)-4-oxo-1,4-dihydro-5H-pyrazolo[4,3-c]pyridin-5-yl)pyridin-2-yl)oxy)-2-cyclopropylacetamide